N-(5-amino-2,4-difluorophenyl)-2-chloro-5-((1R,3R)-2,2-dichloro-3-(4-fluoro-3-(trifluoromethyl)phenyl)cyclopropane-1-carboxamido)-3-fluorobenzamide NC=1C(=CC(=C(C1)NC(C1=C(C(=CC(=C1)NC(=O)[C@@H]1C([C@H]1C1=CC(=C(C=C1)F)C(F)(F)F)(Cl)Cl)F)Cl)=O)F)F